(4-(1-((2S,6R)-2,6-dimethylmorpholino)-3-methylimidazo[1,5-a]quinoxalin-8-yl)-2-(trifluoromethyl)phenoxy)-N,N-dimethylpropan-1-amine C[C@@H]1O[C@@H](CN(C1)C1=NC(=C2N1C1=CC(=CC=C1N=C2)C2=CC(=C(OC(CC)N(C)C)C=C2)C(F)(F)F)C)C